trans-4-[[5-fluoro-4-[3-(1-piperidyl)phenyl]pyrimidin-2-yl]amino]cyclohexanecarboxylic acid FC=1C(=NC(=NC1)N[C@@H]1CC[C@H](CC1)C(=O)O)C1=CC(=CC=C1)N1CCCCC1